N-(2-hydroxy-1-methylethyl)acetamide OCC(C)NC(C)=O